tert-butyl (2R,4Z)-2-[2,3-dichloro-6-(methoxymethoxy)phenyl]-4-(2-methoxy-2-oxoethylidene)pyrrolidine-1-carboxylate ClC1=C(C(=CC=C1Cl)OCOC)[C@@H]1N(C\C(\C1)=C/C(=O)OC)C(=O)OC(C)(C)C